2-(6-(methyl(2,2,6,6-tetramethylpiperidin-4-yl)amino)pyridazin-3-yl)-5-(2-methyl-1H-imidazol-4-yl)phenol CN(C1=CC=C(N=N1)C1=C(C=C(C=C1)C=1N=C(NC1)C)O)C1CC(NC(C1)(C)C)(C)C